(4-amino-1-methylimidazo[1,5-a]pyrido[3,4-e]pyrazin-8-yl)((4aS,9aR)-6-fluoro-7-(trifluoromethoxy)-2,3,9,9a-tetrahydroindeno[2,1-b][1,4]oxazin-4(4aH)-yl)methanone NC=1C=2N(C3=C(N1)C=NC(=C3)C(=O)N3[C@@H]1[C@H](OCC3)CC=3C=C(C(=CC31)F)OC(F)(F)F)C(=NC2)C